N1=C2C(=NC=C1)CC(C2)NC2=NC=C(C=N2)C2=NNC(O2)=O 5-(2-((6,7-dihydro-5H-cyclopenta[b]pyrazin-6-yl)amino)pyrimidin-5-yl)-1,3,4-oxadiazole-2(3H)-on